3-(1,3-dithiacyclohex-2-yl)-10-ethyl-10H-phenoxazine S1C(SCCC1)C=1C=CC=2N(C3=CC=CC=C3OC2C1)CC